(2S,3R)-3-(3-chlorophenyl)-N-(6-(((6-cyclopropylimidazo[1,2-a]pyridin-2-yl)methyl)amino)pyrimidin-4-yl)-2-methylbutanamide ClC=1C=C(C=CC1)[C@@H]([C@@H](C(=O)NC1=NC=NC(=C1)NCC=1N=C2N(C=C(C=C2)C2CC2)C1)C)C